(6-fluoroimidazo[1,2-b]pyridazin-2-yl)(4-(2-(trifluoromethyl)phenyl)piperidin-1-yl)methanone FC=1C=CC=2N(N1)C=C(N2)C(=O)N2CCC(CC2)C2=C(C=CC=C2)C(F)(F)F